(S)-N-(5-(7-aminopyrazolo[1,5-a]pyrimidine-6-carboxamido)-1-(5-(naphthalen-2-yl)-1H-imidazol-2-yl)pentyl)thiazole-5-carboxamide NC1=C(C=NC=2N1N=CC2)C(=O)NCCCC[C@@H](C=2NC(=CN2)C2=CC1=CC=CC=C1C=C2)NC(=O)C2=CN=CS2